OC=1C=C2CC[C@@H]([C@@H](C2=CC1)C1=CC=C(C=C1)N1CCC(CC1)C=O)C1=CC=CC=C1 1-(4-((1R,2S)-6-hydroxy-2-phenyl-1,2,3,4-tetrahydronaphthalen-1-yl)phenyl)-piperidine-4-carbaldehyde